[(4R)-1-[[(1R,2R)-2-[[(4R)-2,2-dimethylchroman-4-yl]carbamoyl]cyclopropyl]-(5-fluoro-3-pyridyl)methyl]-4-ethyl-4-methyl-6-oxo-hexahydropyrimidin-2-ylidene]ammonium CC1(OC2=CC=CC=C2[C@@H](C1)NC(=O)[C@H]1[C@@H](C1)C(N1C(N[C@](CC1=O)(C)CC)=[NH2+])C=1C=NC=C(C1)F)C